C(C)(=O)N1CCC(CC1)N(C)CC1=CN(C2=NC(=CC=C21)C=2C(=C(C=CC2)C2=C(C(=NC=C2)C2=CC(=C(C=O)C=C2)OC)Cl)Cl)C 4-(4-(3-(3-(((1-acetylpiperidin-4-yl)(methyl)amino)methyl)-1-methyl-1H-pyrrolo[2,3-b]pyridin-6-yl)-2-chlorophenyl)-3-chloropyridin-2-yl)-2-methoxybenzaldehyde